[O-]S(=O)(=O)C(F)(F)F.CC1=CC=C(C=C1)[S+](C1=CC=C(C=C1)C)C1=CC=C(C=C1)C tris(4-methylphenyl)sulfonium triflate